Benzyltriphenylphosphonium hexafluorophosphate F[P-](F)(F)(F)(F)F.C(C1=CC=CC=C1)[P+](C1=CC=CC=C1)(C1=CC=CC=C1)C1=CC=CC=C1